2,5-dimethyl-2,5-di-(tert-butylperoxy)hexa-3-yn CC(C)(C#CC(C)(OOC(C)(C)C)C)OOC(C)(C)C